methoxy-1H-benzo[d]imidazol CON1C=NC2=C1C=CC=C2